C(C1=CC=CC=C1)OC(=O)NCC1(C2CCN(CC12)C(=O)OC(C)(C)C)C1=NC=CC=C1F tert-butyl 7-((((benzyloxy)carbonyl)amino)methyl)-7-(3-fluoropyridin-2-yl)-3-azabicyclo[4.1.0]heptane-3-carboxylate